3-(2,6-dichloro-benzyloxy)-5-(2-trifluoromethoxy-phenyl)-pyridin-2-ylamine ClC1=C(COC=2C(=NC=C(C2)C2=C(C=CC=C2)OC(F)(F)F)N)C(=CC=C1)Cl